Ethyl (S)-3-(((R)-tert-butylsulfinyl)amino)-3-(3',4-difluoro-2',6'-dimethyl-5-(trifluoromethyl)-[1,1'-biphenyl]-3-yl)propanoate C(C)(C)(C)[S@@](=O)N[C@@H](CC(=O)OCC)C=1C=C(C=C(C1F)C(F)(F)F)C1=C(C(=CC=C1C)F)C